[GeH](=O)[O-].[Rb+].[K+].N1=CC=C(C=C1)C=1N=C(C2=C(N1)C=NC=C2)N2CCC1(CCN(C1)[C@H]1[C@@H](CCC1)O)CC2.[GeH](=O)[O-] trans-2-(8-(2-(pyridin-4-yl)pyrido[3,4-d]pyrimidin-4-yl)-2,8-diazaspiro[4.5]decan-2-yl)cyclopentanol potassium rubidium germanate